ON hydroxyl-(amine)